NC12CC(C1)(C2)C(=O)NC=2C(=CC=1N=CN=C(C1N2)C=2C(=NN(C2)C)C2=C(C=CC=C2)F)OC 3-amino-N-(4-(3-(2-fluorophenyl)-1-methyl-1H-pyrazol-4-yl)-7-methoxypyrido[3,2-d]pyrimidin-6-yl)bicyclo[1.1.1]pentane-1-carboxamide